COCCCOCCC(=O)[O-] 3-(3-methoxypropoxy)propanoate